butylenebisoleamide C(CCCCCCCCCCC\C=C/CCCCCCCC(=O)N)CCCCCCCC\C=C/CCCCCCCC(=O)N